amino-2-methylindoline hydrochloride Cl.NN1C(CC2=CC=CC=C12)C